FC1=C(C=C(C(=C1)C=1N(C=C(N1)C(F)(F)F)C)F)CO [2,5-difluoro-4-[1-methyl-4-(trifluoromethyl)imidazol-2-yl]phenyl]methanol